FC=1C=CC(=NC1C(F)(F)F)[C@H](NC(=O)[C@H]1NC(NC1)=O)C=1C=NC(=CC1)OC(F)(F)F |o1:11| (S)-N-((R or S)-(5-fluoro-6-(trifluoro-methyl)pyridin-2-yl)(6-(trifluoromethoxy)pyridin-3-yl)methyl)-2-oxoimidazolidine-4-carboxamide